CC1(C=2C=CC=C3CNCC[C@@H](C32)CC1)C (S)-7,7-Dimethyl-1,2,3,4,4a,5,6,7-octahydronaphtho[1,8-cd]azepin